CYCLOOCTANE-1,5-DIOLAl C1(CCCC(CCC1)O)(O)C=O